C(C1=CC=CC=C1)O[C@H]1C[C@@H](N(C1)C(=O)OC(C)(C)C)COC1=C(C(=O)O)C(=CC=C1)OC1CCCC1 2-(((2R,4S)-4-(Benzyloxy)-1-(tert-butoxycarbonyl)pyrrolidin-2-yl)methoxy)-6-(cyclopentyloxy)benzoic acid